FC=1C=CC=C2C=C(C=NC12)N1N=CN=C1CNC(=O)N 1-{[1-(8-fluoroquinolin-3-yl)-1H-1,2,4-triazol-5-yl]methyl}urea